5-(3,4-dichlorophenoxy)-N-((4,5-dichlorothiophen-2-yl)sulfonyl)benzofuran-2-carboxamide ClC=1C=C(OC=2C=CC3=C(C=C(O3)C(=O)NS(=O)(=O)C=3SC(=C(C3)Cl)Cl)C2)C=CC1Cl